OC1=C(N=C(N1C1=CC=C(C=C1)C(\C=C\C1=CC=CC=C1)=O)C1=CC=CC=C1)N=NC1=CC=CC=C1 (E)-1-[4-(5-Hydroxy-2-phenyl-4-phenyldiazenylimidazol-1-yl)phenyl]-3-phenylprop-2-en-1-one